C(=O)C(=O)[O-].[Na+] The molecule is an organic sodium salt that is the monosodium salt of glyoxylic acid. It has a role as a Saccharomyces cerevisiae metabolite, a human metabolite, a mouse metabolite and an Escherichia coli metabolite. It contains a glyoxylate.